BrC1=CC(=NC=C1)C[C@]1(C[C@H](CC1)NS(=O)(=O)C)C(=O)OC methyl (1s,3s)-1-((4-bromopyridin-2-yl)methyl)-3-(methylsulfonamido)cyclopentane-1-carboxylate